3,4,5-triglycidyloxymethylstyrene C(C1CO1)OCC=1C=C(C=C)C=C(C1COCC1CO1)COCC1CO1